benzyl ((S)-3-methyl-1-(((S)-4-methyl-1-(((S)-5-(methylsulfonyl)pent-1-yn-3-yl)amino)-1-oxopentan-2-yl)amino)-1-oxobutan-2-yl)carbamate CC([C@@H](C(=O)N[C@H](C(=O)N[C@H](C#C)CCS(=O)(=O)C)CC(C)C)NC(OCC1=CC=CC=C1)=O)C